CC(CCC(=O)O)CCC(=C)C 4,7-dimethyl-7-octenoic acid